chloro-4-((1-(hydroxymethyl)cyclobutyl)amino)-6,7-dihydrothieno[3,2-d]pyrimidine-5-oxide ClC=1N=C(C2=C(N1)CCS2=O)NC2(CCC2)CO